CC1(CNC(C2=CC=C(C=C12)C1=CNC2=NC=CC(=C21)C=2C=NN(C2)C)=O)C 4,4-dimethyl-6-(4-(1-methyl-1H-pyrazol-4-yl)-1H-pyrrolo[2,3-b]pyridin-3-yl)-3,4-dihydroisoquinolin-1(2H)-one